COC(C[C@@H]1OB(OC1=O)[C@H](CC(C)C)NC(CNC(C1=C(C=CC(=C1)Cl)Cl)=O)=O)=O.ClC1=C(C=CC(=C1)F)C(=O)N1C[C@@H](NCC1)C (2-Chloro-4-fluoro-phenyl)-[(3S)-3-methylpiperazin-1-yl]methanone methyl-2-((S)-2-((R)-1-(2-(2,5-dichlorobenzamido)acetamido)-3-methylbutyl)-5-oxo-1,3,2-dioxaborolan-4-yl)acetate